FC1=CC=C(CN2CC(C2)C(=O)N2C3=C(OCC2)C(=CN=C3)C3=CC=C(C#N)C=C3)C=C1 4-(4-(1-(4-fluorobenzyl)azetidine-3-carbonyl)-3,4-dihydro-2H-pyrido[4,3-b][1,4]oxazin-8-yl)-benzonitrile